C(C(C)C)O[Ti]OCC(C)C diiso-butoxytitanium